N-(4-(4-Amino-1-isopropyl-1H-pyrazolo[3,4-d]pyrimidin-3-yl)phenyl)-2-(5-fluoropyridine-2-yl)-6-isopropyl-3-oxo-2,3-dihydropyridazine-4-carboxamide NC1=C2C(=NC=N1)N(N=C2C2=CC=C(C=C2)NC(=O)C=2C(N(N=C(C2)C(C)C)C2=NC=C(C=C2)F)=O)C(C)C